C[C@@]1(N(CC2=CC(=CC=C2C1)F)C(=O)O)C(=O)O 3-methyl-(S)-7-fluoro-3,4-dihydroisoquinoline-2,3(1H)-dicarboxylic acid